CSC1(CC1)CN (1-(methylthio)cyclopropyl)methanamine